benzyl-N-cyclopropyl-3-(difluoromethyl)-5-methyl-1H-pyrazole-4-amide C(C1=CC=CC=C1)N1N=C(C(=C1C)C(=O)NC1CC1)C(F)F